4,4,4-trifluoro-1-(2-furyl)-1,3-butanedione FC(C(CC(=O)C=1OC=CC1)=O)(F)F